2-oxo-2,3-dihydro-1H-pyrrolo[3,2-c]pyridine-6-carboxylic acid methyl ester COC(=O)C1=CC2=C(C=N1)CC(N2)=O